3-(6-(azetidin-3-ylmethyl)-2-oxobenzo[cJ]indol-1(2H)-yl)piperidine-2,6-dione N1CC(C1)CC=1C=2C3=C(C(N(C3=CC1)C1C(NC(CC1)=O)=O)=O)C=CC2